1,4-cyclohexanedimethanol diisovalerate C(CC(C)C)(=O)OCC1CCC(CC1)COC(CC(C)C)=O